C(N)(=N)C=1C=C(SC1)[C@@H](C)NC(=O)[C@H]1N(CC2(OCCO2)C1)C(CNC(=O)C1=CC=C(C=C1)C1=C(C=CC(=C1)F)F)=O (S)-N-((R)-1-(4-carbamimidoylthiophen-2-yl)ethyl)-7-((2',5'-difluoro-[1,1'-biphenyl]-4-carbonyl)glycyl)-1,4-dioxa-7-azaspiro[4.4]nonane-8-carboxamide